C1=CC(=CC=C1CC(=O)C(=O)O)O The molecule is an oxo carboxylic acid that is pyruvic acid in which one of the methyl hydrogens is substituted by a 4-hydroxyphenyl group. It has a role as a human metabolite. It is an oxo carboxylic acid and a member of phenols. It derives from a pyruvic acid. It is a conjugate acid of a 3-(4-hydroxyphenyl)pyruvate.